4-(1H-pyrrol-1-yl)phenol N1(C=CC=C1)C1=CC=C(C=C1)O